[Br-].F[PH+](F)F trifluorophosphonium bromide